O1C(=CC=C1)C(=O)NCC(=O)O N-(2-furoyl)glycine